S1C(=CC=C1)CC=1OC2=C(C1)C=CC=C2 2-(thien-2-ylmethyl)benzofuran